[(2R,3R)-5,7-dihydroxy-2-(3,4,5-trihydroxyphenyl) chroman-3-yl]3,4,5-trihydroxybenzoate OC1=C2C[C@H]([C@H](OC2=CC(=C1)O)C1=CC(=C(C(=C1)O)O)O)OC(C1=CC(=C(C(=C1)O)O)O)=O